C(C1=CC=CC=C1)OCCCCCCN1C([C@H]2[C@H]([C@@H](C1)CS(=O)(=O)O)OC(O2)(C)C)=O.C(CCC)[Sn](CC=C)(CCCC)CCCC tributyl-(allyl)stannane [(3aR,7R,7aS)-5-(6-benzyloxyhexyl)-2,2-dimethyl-4-oxo-3a,6,7,7a-tetrahydro-[1,3]dioxolo[4,5-c]pyridin-7-yl]methanesulfonate